NC1=CC=C(C=N1)N1CCC(CC1)CNC(OC(C)(C)C)=O tert-butyl ((1-(6-aminopyridin-3-yl)piperidin-4-yl)methyl)carbamate